CC12N(N(C(C=C1)(C2)C)C(=O)OC)C(=O)OC dimethyl 1,4-dimethyl-2,3-diaza-bicyclo[2.2.1]hept-5-ene-2,3-dicarboxylate